methyl-4-amino-3-(2-methyl-1H-imidazol-1-yl)benzoate COC(C1=CC(=C(C=C1)N)N1C(=NC=C1)C)=O